C1(CC1)N1N=CC=2C1=NC(=CC2)C2=C1CN(C(C1=CC=C2)=O)CC(C#N)=C 2-[(4-{1-cyclopropyl-1H-pyrazolo[3,4-b]pyridin-6-yl}-1-oxo-2,3-dihydro-1H-isoindol-2-yl)methyl]prop-2-enenitrile